3-chloro-2-(pyrrolidin-1-yl)pyridin-4-thiol ClC=1C(=NC=CC1S)N1CCCC1